FC=1C=C2CCN(CC2=CC1C(=O)O)S(=O)(=O)C1=CC=C(C=C1)F 6-fluoro-2-((4-fluorophenyl)sulfonyl)-1,2,3,4-tetrahydroisoquinoline-7-carboxylic acid